C(C)(C)(C)OC(=O)N(CC1CCC1)CC=1N(C2=CC(=CC=C2C1)CC#C)C(=O)OC(C)(C)C Tert-butyl 2-(((tert-butoxycarbonyl) (cyclobutylmethyl) amino) methyl)-6-(prop-2-yn-1-yl)-1H-indole-1-carboxylate